NC1=C2N=CN(C2=NC(=N1)Cl)[C@H]1[C@H]([C@@H]([C@H](O1)COC(C(=O)O)(C(=O)O)CC1=CC=C(C=C1)C1=C(C=CC=C1)C#N)O)F 2-(((2R,3R,4S,5R)-5-(6-amino-2-chloro-9H-purin-9-yl)-4-fluoro-3-hydroxytetrahydrofuran-2-yl)methoxy)-2-((2'-cyano-[1,1'-biphenyl]-4-yl)-methyl)malonic acid